methyl 3-(4-cyano-2-methoxy-phenoxy)-6-(2,2-difluorocyclopropyl)-5-methyl-pyridazine-4-carboxylate C(#N)C1=CC(=C(OC=2N=NC(=C(C2C(=O)OC)C)C2C(C2)(F)F)C=C1)OC